OCC(=O)N1CCN(C2=CC=CC=C12)C1=NN(C2=NC(=CN=C21)N2CCC(CC2)(C)CNC(OC(C)(C)C)=O)C2OCCCC2 tert-butyl ((1-(3-(4-(2-hydroxyacetyl)-3,4-dihydroquinoxalin-1(2H)-yl)-1-(tetrahydro-2H-pyran-2-yl)-1H-pyrazolo[3,4-b]pyrazin-6-yl)-4-methylpiperidin-4-yl)methyl)carbamate